3-(3-Iodo-5-methoxyphenyl)-1,2,4,5-tetrazine IC=1C=C(C=C(C1)OC)C=1N=NC=NN1